CC1C=CC(CC1C(=O)O)C=C(CCC)C 6-methyl-3-(2-methyl-1-pentenyl)-4-cyclohexen-1-yl-carboxylic acid